CC1=CC(=C(N=N1)OC1=CC(=CC=C1)C(F)(F)F)C(=O)N[C@@H](CON1C(C2=CC=CC=C2C1=O)=O)COC1=C(C=C(C=C1)C)C |r| 6-methyl-N-[rac-1-[(2,4-dimethylphenoxy)methyl]-2-(1,3-dioxoisoindolin-2-yl)oxy-ethyl]-3-[3-(trifluoromethyl)phenoxy]pyridazine-4-amide